quinolinic acid phosphate P(=O)(O)(O)O.N1=C(C(=O)O)C(C(=O)O)=CC=C1